(5-bromo-3-nitro-2-(((R)-piperidin-3-yl)-amino)phenyl)((2R,6S)-2,6-dimethylmorpholinyl)methanone hydrochloride Cl.BrC=1C=C(C(=C(C1)C(=O)N1C[C@H](O[C@H](C1)C)C)N[C@H]1CNCCC1)[N+](=O)[O-]